(s)-5-(3-(5-chloro-6-(trifluoromethyl)isoindolin-2-yl)-3-oxopropyl)-5-(thiazol-2-yl)imidazolidine-2,4-dione ClC=1C=C2CN(CC2=CC1C(F)(F)F)C(CC[C@]1(C(NC(N1)=O)=O)C=1SC=CN1)=O